2-(4-chloro-3-fluorophenoxy)-N-{rac-(3R,6S)-6-[3-(4-chlorophenoxy)azetidine-1-carbonyl]dioxan-3-yl}acetamide ClC1=C(C=C(OCC(=O)N[C@H]2CO[C@@H](CO2)C(=O)N2CC(C2)OC2=CC=C(C=C2)Cl)C=C1)F |r|